4-(1,1-difluoroethyl)-2,6-dimethylanilinium hydrochloride Cl.FC(C)(F)C1=CC(=C([NH3+])C(=C1)C)C